3-{4-[bis(propan-2-yl)carbamoyl]phenyl}benzene CC(C)N(C(=O)C1=CC=C(C=C1)C=1C=CC=CC1)C(C)C